1-{[(2S)-oxolan-2-yl]methyl}-1H-1,3-benzodiazole-6-carboxylic acid O1[C@@H](CCC1)CN1C=NC2=C1C=C(C=C2)C(=O)O